(S)-3-(8-methylimidazo[1,2-a]pyrazin-2-yl)-7-(3-methylpiperazin-1-yl)-2H-chromen-2-one CC=1C=2N(C=CN1)C=C(N2)C=2C(OC1=CC(=CC=C1C2)N2C[C@@H](NCC2)C)=O